CC1CCC=2C=C3C(=C(C12)NC(=O)N=S(=O)(N)C=1C=NN2C1OCCC2)CC3 N'-((4-methyl-2,4,5,6-tetrahydro-1H-cyclobuta[f]inden-3-yl)carbamoyl)-6,7-dihydro-5H-pyrazolo[5,1-b][1,3]oxazine-3-sulfonimidamide